tert-butyl N-[6-[2-[2-amino-5-[3-(3,3,3-trifluoro-2,2-dimethyl-propoxy)pyrazol-1-yl]-4-pyridyl]phenyl]hexyl]carbamate NC1=NC=C(C(=C1)C1=C(C=CC=C1)CCCCCCNC(OC(C)(C)C)=O)N1N=C(C=C1)OCC(C(F)(F)F)(C)C